C(#N)C=1C=C(C=C(C1)C)C(C)N[S@](=O)C(C)(C)C (R)-N-(1-(3-cyano-5-methylphenyl)ethyl)-2-methylpropan-2-sulfinamide